C(CCCCCCCCCCCCCCCCCCC)(=O)O[C@@H]1[C@](O[C@H](C1)N1C2=NC(=NC(=C2N=C1)N)F)(COP(=O)(OC1=CC=CC=C1)N[C@H](C(=O)OC(C)C)CC1=CC=CC=C1)C#C (2R,3S,5R)-5-(6-amino-2-fluoro-9H-purin-9-yl)-2-ethynyl-2-((((((S)-1-isopropoxy-1-oxo-3-phenylpropan-2-yl)amino)(phenoxy)phosphoryl)oxy)methyl)tetrahydrofuran-3-yl icosanoate